3,6-dimethylquinazolin-4(3H)-one CN1C=NC2=CC=C(C=C2C1=O)C